aminosodium propanesulfonate C(CC)S(=O)(=O)O.N[Na]